N-((S)-1-((3R,5'S)-5'-cyano-2-oxospiro[indol-3,3'-pyrrolidin]-1'-yl)-1-oxo-3-(2,4,5-trifluorophenyl)propan-2-yl)-4,6-difluoro-N-methyl-1H-indole-2-carboxamide C(#N)[C@@H]1C[C@@]2(CN1C([C@H](CC1=C(C=C(C(=C1)F)F)F)N(C(=O)C=1NC3=CC(=CC(=C3C1)F)F)C)=O)C(NC1=CC=CC=C12)=O